[Cu].C1(=CC=CC=C1)NC(C(F)(F)F)=O N-phenyl-trifluoroacetamide copper